C(#N)C=1C(=CC(=NC1)NC(=O)N1CCCC2=CC(=C(N=C12)C=O)CN1C(COCC1)=C=O)NOC N-(5-cyano-4-(methoxyamino)pyridin-2-yl)-7-formyl-6-((3-carbonylmorpholino)methyl)-3,4-dihydro-1,8-naphthyridine-1(2H)-carboxamide